COC1=CC=C(C=N1)C(CC(=O)O)N1N=C(C=C1)CCCC1=NC=2NCCCC2C=C1 3-(6-Methoxypyridin-3-yl)-3-(3-(3-(5,6,7,8-tetrahydro-1,8-naphthyridin-2-yl)propyl)-1H-pyrazol-1-yl)propanoic acid